3-{4-[2,4-bis(trichloromethyl)-s-triazin-6-yl]phenylthio}propanamide ClC(C1=NC(=NC(=N1)C(Cl)(Cl)Cl)C1=CC=C(C=C1)SCCC(=O)N)(Cl)Cl